N-[2-[4-(hydroxymethyl)cyclohexyl]-6-methoxy-indazol-5-yl]pyrazolo[1,5-a]pyrimidine-3-carboxamide OCC1CCC(CC1)N1N=C2C=C(C(=CC2=C1)NC(=O)C=1C=NN2C1N=CC=C2)OC